1-(3-nitro-5-(trifluoromethyl)pyridin-2-yl)piperidin-4-yl acetate C(C)(=O)OC1CCN(CC1)C1=NC=C(C=C1[N+](=O)[O-])C(F)(F)F